CC(C(=O)O[C@@H]1[C@H](O[C@@H]([C@@H]([C@H]1OC(C(C)(C)C)=O)OC(C(C)(C)C)=O)OC(C(Cl)(Cl)Cl)=N)C(=O)OC)(C)C (2S,3S,4S,5R,6R)-2-(methoxycarbonyl)-6-(2,2,2-trichloro-1-iminoethoxy)tetrahydro-2H-pyran-3,4,5-triyl tris(2,2-dimethylpropanoate)